methyl 1-((6-((2-chloro-3'-(5-formylpicolinamido)-2'-methyl-[1,1'-biphenyl]-3-yl)carbamoyl)pyridin-3-yl)methyl)piperidine-4-carboxylate ClC1=C(C=CC=C1NC(=O)C1=CC=C(C=N1)CN1CCC(CC1)C(=O)OC)C1=C(C(=CC=C1)NC(C1=NC=C(C=C1)C=O)=O)C